1-(3-butylcyclopent-2,4-dien-1-yl)-2-chloro-1,1,2,2-tetramethyldisilane C(CCC)C1=CC(C=C1)[Si]([Si](C)(C)Cl)(C)C